O(C1=CC=CC=C1)CCC=1N(C=C(N1)C=1C=NC=CC1)C(=O)N (2-phenoxyethyl)-4-(pyridin-3-yl)-1H-imidazole-1-carboxamide